[Fe].[Al] aluminum iron salt